C(CC)[Si](O[Si](C)(C)C)(O[Si](C)(C)C)O[Si](C)(C)C propyltris-(trimethylsiloxy)silan